ClC=1C=C(C=CC1F)NC1=C2C=C(NC2=CC(=C1)Cl)C(=O)O 4-((3-chloro-4-fluorophenyl)amino)-6-chloro-1H-indole-2-carboxylic acid